3-fluoro-2-(6-fluoro-4-((R)-2-methylpiperazin-1-yl)-2-((1-methylpiperidin-3-yl)oxy)pyrido[2,3-d]pyrimidin-7-yl)phenol FC=1C(=C(C=CC1)O)C=1C(=CC2=C(N=C(N=C2N2[C@@H](CNCC2)C)OC2CN(CCC2)C)N1)F